C(C)(C)(C)OC(=O)N1[C@H](CN(CC1)C1=CC=C(C=C1)B1OC(C(O1)(C)C)(C)C)C (S)-2-methyl-4-(4-(4,4,5,5-tetramethyl-1,3,2-dioxaborolan-2-yl)phenyl)piperazine-1-carboxylic acid tert-butyl ester